N1=NC(=CC=C1)N1C[C@@H](CCC1)NC(=O)N 1-[(3R)-1-(pyridazin-3-yl)piperidin-3-yl]urea